methoxy-1-methyl-1H-indole COC=1N(C2=CC=CC=C2C1)C